6-(2-(3-Chlorophenyl)-5,6-dihydro-4H-pyrrolo[1,2-b]pyrazol-3-yl)-1H-indazole ClC=1C=C(C=CC1)C=1C(=C2N(N1)CCC2)C2=CC=C1C=NNC1=C2